tert-butyl 2-chloro-7,8-dihydro-1,6-naphthyridine-6(5H)-carboxylate ClC1=NC=2CCN(CC2C=C1)C(=O)OC(C)(C)C